BrC=1C=C2C(OCC=3C=CC(=CC3C3=C(C=C(C(NS(C(C1O)=C2)(=O)=O)=C3)OC)F)C#N)=O 13-bromo-21-fluoro-14-hydroxy-19-methoxy-10,16,16-trioxo-9-oxa-16λ6-thia-17-azatetracyclo[16.3.1.111,15.02,7]tricosa-1(21),2(7),3,5,11,13,15(23),18(22),19-nonaene-4-carbonitrile